(R)-3-(azidomethyl)pyrrolidine hydrochloride Cl.N(=[N+]=[N-])C[C@H]1CNCC1